6-chloro-3-(((1R)-1-(2-cyano-3-(2-cyclopropyl-2-methylmorpholino)-7-methylquinoxalin-5-yl)ethyl)amino)picolinic acid ClC1=CC=C(C(=N1)C(=O)O)N[C@H](C)C1=C2N=C(C(=NC2=CC(=C1)C)C#N)N1CC(OCC1)(C)C1CC1